8-(4,6-bis(trifluoromethyl)pyridin-3-yl)-9-(4-((1-(3-fluoropropyl)azetidin-3-yl)methyl)phenyl)-6,7-dihydro-5H-benzo[7]annulene-3-carboxylic acid FC(C1=C(C=NC(=C1)C(F)(F)F)C=1CCCC2=C(C1C1=CC=C(C=C1)CC1CN(C1)CCCF)C=CC(=C2)C(=O)O)(F)F